FC1=C(C(=O)O)C=CC=C1N(C(=O)C1=CC=CC=C1)CCOC 2-fluoro-3-[(2-methoxyethyl)(phenylcarbonyl)amino]benzoic acid